[Cl-].CC(CC([Si](O)(O)O)CCCCCCCCCCCCCCCCCC)(C)[NH3+] [Dimethyloctadecyl-3-(trihydroxysilyl)propyl]ammonium chloride